(+)-(S)-ethyl 2-(4-acetyl-2-((7-(2-((1,1-dimethylethylsulfinamido)methyl)pyridin-4-yl)benzofuran-5-yl)methoxy)phenyl)acetate C(C)(=O)C1=CC(=C(C=C1)CC(=O)OCC)OCC=1C=C(C2=C(C=CO2)C1)C1=CC(=NC=C1)CN[S@@](=O)C(C)(C)C